CN1N=CC=2C(=NC=CC21)N[C@H]2C[C@H](CCC2)N (1r,3s)-N1-(1-methyl-1H-pyrazolo[4,3-c]pyridin-4-yl)cyclohexane-1,3-diamine